SCCCCCCOC1=CC=C(CO)C=C1 4-(6-mercaptohexyloxy)benzyl alcohol